C(C=C)(=O)NC1=CC=NC2=CC=C(C=C12)C1=CC=CC(=N1)C(=O)NC1CCC(CC1)N(C)C 6-[4-(prop-2-enamido)quinolin-6-yl]-N-[(1r,4r)-4-(dimethylamino)cyclohexyl]pyridine-2-carboxamide